OC(C(=O)N[C@H](CO)[C@H](O)C(CCCCCCCCCCCCCC)O)CCCCCCCCCCCCCCCCCCC N-(2-hydroxyheneicosanoyl)-4R-hydroxysphinganine